5-{3-Azabicyclo[3.1.0]hexan-3-yl}pyridin C12CN(CC2C1)C=1C=CC=NC1